N-((1R)-1-(3-(2-(4-(2-(2,6-dioxopiperidin-3-yl)-1-oxoisoindolin-5-yl)piperazin-1-yl)ethoxy)phenyl)ethyl)-3-((4-methyl-5-(pyrimidin-4-yl)-4H-1,2,4-triazol-3-yl)methylamino)benzamide O=C1NC(CCC1N1C(C2=CC=C(C=C2C1)N1CCN(CC1)CCOC=1C=C(C=CC1)[C@@H](C)NC(C1=CC(=CC=C1)NCC1=NN=C(N1C)C1=NC=NC=C1)=O)=O)=O